S(OC=1C=C2C=C(NC2=CC1Br)C)(=O)(=O)F 6-bromo-2-methyl-1H-indol-5-yl sulfurofluoridate